N-p-nitrophenylpiperazine [N+](=O)([O-])C1=CC=C(C=C1)N1CCNCC1